5'-(2,6-dichloro-4-nitrophenoxy)-4'-fluoro-1'H-spiro[cyclobutane-1,3'-indol]-2'-one ClC1=C(OC=2C(=C3C4(C(NC3=CC2)=O)CCC4)F)C(=CC(=C1)[N+](=O)[O-])Cl